O1N=C(C=C1)NS(=O)(=O)C=1C=C2C=CC(N(C2=CC1)C1=C(C=C(C(=C1)C)[C@@H]1C[C@H](C1)C(F)(F)F)OC)=O Trans-(P)-N-(isoxazol-3-yl)-1-(2-methoxy-5-methyl-4-(3-(trifluoromethyl)cyclobutyl)phenyl)-2-oxo-1,2-dihydroquinoline-6-sulfonamide